ClC=1C=C(NC2(CCC3([C@H](CC4=CC=CC=C34)C[C@H](COC3=C4C(=NC=C3)C=CS4)C)CC2)C(=O)O)C=CC1 (1r,2'S,4S)-4-(3-chloroanilino)-2'-{(2R)-2-methyl-3-[(thieno[3,2-b]pyridin-7-yl)oxy]propyl}-2',3'-dihydrospiro[cyclohexane-1,1'-indene]-4-carboxylic acid